O=C1N(CCC(N1)=O)C1=C2C=CN(C2=CC=C1)C1CCN(CC1)C1=CC=C(C(=O)OC(C)(C)C)C=C1 tert-Butyl 4-(4-(4-(2,4-dioxotetrahydropyrimidin-1(2H)-yl)-1H-indol-1-yl)piperidin-1-yl)benzoate